C(C=C)(=O)N1CCN(CC1)C=1C2=C(N(C(N1)=O)C1=C(C=CC=C1)C(C)C)CN(CC2)C2=C1C=NNC1=CC=C2C 4-(4-acryloylpiperazin-1-yl)-1-(2-isopropylphenyl)-7-(5-methyl-1H-indazol-4-yl)-5,6,7,8-tetrahydropyrido[3,4-d]pyrimidin-2(1H)-one